NCC(=O)N1CC2(CCN3N=C(C=C32)C=3C=NC(=C(C3)C(F)(F)F)N)CC1 2-amino-1-{2'-[6-amino-5-(trifluoromethyl)pyridin-3-yl]-5',6'-dihydrospiro[pyrrolidine-3,4'-pyrrolo[1,2-b]pyrazol]-1-yl}ethan-1-one